FC([C@@H]1NCCCC1)(F)F (R)-2-(trifluoromethyl)piperidine